rac-7-amino-2-((1S*,2S*)-2-(4-methylpyrimidin-2-yl)cyclopropyl)pyrido[3,2-d]pyrimidin-4(3H)-one NC1=CC=2N=C(NC(C2N=C1)=O)[C@@H]1[C@H](C1)C1=NC=CC(=N1)C |r|